CC1=C(OC(C(=O)OCC)(C)C)C(=CC(=C1)CN1CCN(CC1)C=1C=NC(=NC1)C(F)(F)F)C Ethyl 2-(2,6-dimethyl-4-((4-(2-(trifluoromethyl) pyrimidin-5-yl) piperazin-1-yl) methyl) phenoxy)-2-methylpropionate